5-Cyclopropyl-3-(3-(3,6-dichloro-1H-pyrazolo[3,4-d]pyrimidin-1-yl)propoxy)-1',4'-dimethyl-1'H-[1,3'-bipyrazol]-4-amine C1(CC1)C1=C(C(=NN1C1=NN(C=C1C)C)OCCCN1N=C(C=2C1=NC(=NC2)Cl)Cl)N